S(C1=C(C(=CC(=C1)C(C)(C)CC)C(C)(C)CC)O)C1=C(C(=CC(=C1)C(C)(C)CC)C(C)(C)CC)O thiobis(4,6-di-t-amylphenol)